C1(C(CC(C1)O)O)O 1,2,4-cyclopentanetriol